lithium tin phosphosulfide P(=O)(=O)SP(=O)=O.[Sn].[Li]